tert-butyl 4-[[tert-butoxy carbonyl-[6-fluoro-7-[(6-methoxy-2-methyl-indazol-5-yl)carbamoyl]-2-methyl-indazol-4-yl]amino]methyl]-piperidine-1-carboxylate C(C)(C)(C)OC(=O)N(C=1C2=CN(N=C2C(=C(C1)F)C(NC1=CC2=CN(N=C2C=C1OC)C)=O)C)CC1CCN(CC1)C(=O)OC(C)(C)C